(S)-tert-butyl 5-amino-4-(1-(chloromethyl)-4-oxo-4H-thieno[3,4-c]pyrrol-5(6H)-yl)-5-oxopentanoate NC([C@H](CCC(=O)OC(C)(C)C)N1CC=2C(C1=O)=CSC2CCl)=O